4-((2-(cyclopropylmethyl)-4-(3-((5-methylthiophen-2-yl)ethynyl)phenyl)-1H-pyrrol-3-yl)methyl)-2-fluorobenzenesulfonamide C1(CC1)CC=1NC=C(C1CC1=CC(=C(C=C1)S(=O)(=O)N)F)C1=CC(=CC=C1)C#CC=1SC(=CC1)C